1,3-BIS(3-METHACRYLOXYPROPYL)TETRAKIS(TRIMETHYLSILOXY)DISILOXANE C(C(=C)C)(=O)OCCC[Si](O[Si](CCCOC(C(=C)C)=O)(O[Si](C)(C)C)O[Si](C)(C)C)(O[Si](C)(C)C)O[Si](C)(C)C